2-(3-Nitrophenoxy)pyridine [N+](=O)([O-])C=1C=C(OC2=NC=CC=C2)C=CC1